C[C@@](C(=O)O)(CC(\C=C\C)=O)NC(C1=CC=CC=C1)(C1=CC=CC=C1)C1=CC=CC=C1 methyl-(S,E)-4-oxo-2-(tritylamino)hept-5-enoic acid